C(C1=CC=CC=C1)OC=1C=C(C=NC1N)C1=NC=CC=C1 5'-benzyloxy-[2,3']bipyridinyl-6'-ylamine